C[C@@](C(=O)O)(CCCCNC(C)=O)N=[N+]=[N-].C(C)(=O)NCCCC[C@@H](C(=O)OC)N=[N+]=[N-] (S)-methyl 6-acetamido-2-azidohexanoate (methyl (S)-6-acetamido-2-azidohexanoate)